C(=O)(O)C(CC1(C2=CC=CC=C2C=2C=CC=CC12)CC(C)C(=O)O)C 9,9-bis(2-carboxypropyl)fluorene